C(C)(C)C1=C(C=O)C(=CC=C1)C 2-ISOPROPYL-6-METHYLBENZALDEHYDE